(1-(5-bromo-3,6-dimethoxypyridin-2-yl)butan-2-yl)carbamic acid tert-butyl ester C(C)(C)(C)OC(NC(CC1=NC(=C(C=C1OC)Br)OC)CC)=O